NC1=NC2=CC=C(C=C2C(N1)=O)N 2,6-diaminoquinazolin-4(3H)-one